ClC=1C=C(C=CC1Cl)N1N=C(C=C1)OCCN1CCCC1 1-(3,4-dichlorophenyl)-3-[2-(pyrrolidin-1-yl)ethoxy]-1H-pyrazole